C(=C)C=1C=C(C=CC1)NC(OC(C)(C)C)=O tert-Butyl (3-vinylphenyl)carbamate